(3ar,6ar)-5-(tert-butoxycarbonyl)tetrahydro-1H-thieno[3,4-c]pyrrole C(C)(C)(C)OC(=O)N1C[C@H]2[C@H](C1)CSC2